P(=O)(O)([O-])[O-].C(O)[N+](CO)(CO)CO.C(O)[N+](CO)(CO)CO tetramethylolammonium hydrogen phosphate